ClC1=C(N=C(N=N1)N[C@@H]1[C@H](CCCC1)O)C (1S,2S)-2-((6-chloro-5-methyl-1,2,4-triazin-3-yl)amino)cyclohexan-1-ol